4-[[2-fluoro-4-(1,2,4-triazol-1-yl)phenyl]methoxy]phenol FC1=C(C=CC(=C1)N1N=CN=C1)COC1=CC=C(C=C1)O